(S)-2-amino-3-methylthiobutanoic acid hydrochloride Cl.N[C@H](C(=S)O)C(C)C